N-isopropylacrylamine C(C)(C)NC(=O)C=C